4-methylcarbamoylpyridin CNC(=O)C1=CC=NC=C1